N,N-bis(2-hydroxyethyl)2-(2-oxopropoxycarbonyl)ethylamine OCCN(CCO)CCC(=O)OCC(C)=O